CNC1=NC=C2C#CC3=CC4=C(N=NN4CCOCCOC=4C=CC=C(NC=5N=CC1=C2C5)N4)C=C3 N-methyl-8,11-dioxa-2,14,15,16,25,29,34-heptazahexacyclo[21.6.2.217,20.13,7.014,18.027,31]tetratriaconta-1(30),3,5,7(34),15,17,19,23,25,27(31),28,32-dodecaen-21-yn-26-amine